C12(CC1)CCC=1C2=NC=2N(C1NC1CC(C1)(N)C)N=CC2 (1R,3R)-N1-(6,7-dihydrospiro[cyclopenta[d]pyrazolo[1,5-a]pyrimidine-5,1'-cyclopropane]-8-yl)-3-methylcyclobutane-1,3-diamine